Cl.BrC1=CC=C(C(=N1)NC(=O)[C@@H]1[C@@H]2C[C@@H]2CN1)C (1R,2S,5S)-N-(6-bromo-3-methylpyridin-2-yl)-3-azabicyclo[3.1.0]Hexane-2-carboxamide Hydrochloride salt